FC1(C(C1)CO)F 2,2-Difluorocyclopropanemethanol